2-(2'-methoxy-5'-pentylphenyl)-1,3,3-trimethylbicyclo[2.2.1]heptan-2-ol COC1=C(C=C(C=C1)CCCCC)C1(C2(CCC(C1(C)C)C2)C)O